O=C1NC(CCC1N1C(C=2C=C(C3=C(C2C1)OC=C3)C#N)=O)=O 7-(2,6-dioxopiperidin-3-yl)-6-oxo-7,8-dihydro-6H-furo[2,3-e]isoindole-4-carbonitrile